COC1=CC(=NC=C1NCC#C)C(=O)NC 4-methoxy-N-methyl-5-(prop-2-ynylamino)pyridine-2-carboxamide